tri-n-amyl-iodosilane C(CCCC)[Si](I)(CCCCC)CCCCC